2-(3-stearamidocyclobutyl)acetic acid C(CCCCCCCCCCCCCCCCC)(=O)NC1CC(C1)CC(=O)O